CC12OCCC1C1(CCCC(C1CC2)(C)C)C 3a,6,6,9a-tetramethyldodecahydronaphtho-[2,1-b]-furan